(7-chloro-6-(1-(3-methyloxetan-3-yl)piperidin-4-yl)isoquinolin-3-yl)cyclopropanecarboxamide ClC1=C(C=C2C=C(N=CC2=C1)C1(CC1)C(=O)N)C1CCN(CC1)C1(COC1)C